FC=1C=C(C=CC1F)C(CC#N)=O 3-(3,4-difluorophenyl)-3-oxo-propanenitrile